3-methylpyrazolo[1,5-a]pyridine-2-carbaldehyde CC=1C(=NN2C1C=CC=C2)C=O